N/C(/NCCC[C@@H](NC(C(C1=CC=CC=C1)C=1C=C(OCCCCNC(CCCCCNC(OC(C)(C)C)=O)=O)C=CC1)=O)C(NCC1=CC=C(C=C1)O)=O)=N/C(NCCNC(CC)=O)=O tert-butyl (6-((4-(3-((4R,Z)-9-amino-4-((4-hydroxybenzyl)carbamoyl)-2,11,16-trioxo-1-phenyl-3,8,10,12,15-pentaazaoctadec-9-en-1-yl)phenoxy)butyl)amino)-6-oxohexyl)carbamate